4-amino-5-(4-(2-((3-(2,6-dioxopiperidin-3-yl)-1-methyl-1H-indazol-7-yl)oxy)-acetyl)piperazine-1-carbonyl)-N-ethylisothiazole-3-carboxamide NC=1C(=NSC1C(=O)N1CCN(CC1)C(COC=1C=CC=C2C(=NN(C12)C)C1C(NC(CC1)=O)=O)=O)C(=O)NCC